2-(4-(2-(2,6-dioxopiperidin-3-yl)-4-fluoro-1-oxoisoindolin-5-yl)piperidine-1-carbonyl)-5-fluoro-3-methyl-1H-indole-6-carbonitrile O=C1NC(CCC1N1C(C2=CC=C(C(=C2C1)F)C1CCN(CC1)C(=O)C=1NC2=CC(=C(C=C2C1C)F)C#N)=O)=O